C(C)(=O)OCC=C(C)C 3-Methyl-2-buten-1-yl acetate